1-(2-(2-benzyl-4-ethylphenoxy)ethyl)-4-methylpiperazine hydrochloride Cl.C(C1=CC=CC=C1)C1=C(OCCN2CCN(CC2)C)C=CC(=C1)CC